3,5-dichlorophenyl-diazonium tetrafluoroborate F[B-](F)(F)F.ClC=1C=C(C=C(C1)Cl)[N+]#N